8-chloro-7-((2-methyl-1-((2-(trimethylsilyl)ethoxy)methyl)-1H-benzo[d]imidazol-6-yl)oxy)-2-(1-(thietan-3-ylmethyl)-1H-pyrazol-4-yl)quinoxaline ClC=1C(=CC=C2N=CC(=NC12)C=1C=NN(C1)CC1CSC1)OC=1C=CC2=C(N(C(=N2)C)COCC[Si](C)(C)C)C1